BrC1=C(C=C(C=C1C)C=1C=CC(=NC1)OC)C 5-(4-bromo-3,5-dimethyl-phenyl)-2-methoxy-pyridine